CC1=CC=C(C=C1)S(=O)(=O)CC2(CC3=CC=CC=C3C2=O)Br The molecule is a member of the class of indanones that is 1-indanone substituted at position 2 by bromo and [(4-methylphenyl)sulfonyl]methyl groups. It is a member of indanones, an alpha-bromoketone and a sulfone.